(R)-4-((1-(2,2-Difluoroethyl)-1H-pyrazol-4-yl)amino)-N-(2-fluoro-3-hydroxy-3-methylbutyl)-2-(thiazol-5-yl)thieno[2,3-b]pyridin-5-carboxamid FC(CN1N=CC(=C1)NC1=C2C(=NC=C1C(=O)NC[C@H](C(C)(C)O)F)SC(=C2)C2=CN=CS2)F